FC1=CC=C(CN2C3=CC=CC=C3C=3C=CN=C(C23)CNC2=NC=CC=3C4=CC=CC=C4N(C23)C)C=C1 N-{[9-(4-fluorobenzyl)-beta-carbolin-1-yl]methyl}-9-methyl-beta-carbolin-1-amine